(-)-2-Chloro-6-(2-methylnaphthalen-1-yl)phenyl 4-methylbenzenesulfonate CC1=CC=C(C=C1)S(=O)(=O)OC1=C(C=CC=C1C1=C(C=CC2=CC=CC=C12)C)Cl